7,7''-Dibromo-1,1''-dimethyldispiro[indoline-3,2'-benzofuran-3',3''-indoline]-2,2''-dione BrC=1C=CC=C2C1N(C(C21OC2=C(C=CC=C2)C12C(N(C1=C(C=CC=C21)Br)C)=O)=O)C